GLYCIDYL-TRIMETHYL-ammonium chloride [Cl-].C(C1CO1)[N+](C)(C)C